ethyl 3-(3,5-dichloroanilino)-2-hydroxy-3-oxo-propionate ClC=1C=C(NC(C(C(=O)OCC)O)=O)C=C(C1)Cl